3-oxocyclobutanecarbonitrile O=C1CC(C1)C#N